N-[(3S,4R,5R,6R)-4,5-dihydroxy-6-(hydroxymethyl)oxan-3-yl]acetamide O[C@@H]1[C@H](CO[C@@H]([C@@H]1O)CO)NC(C)=O